(3R,4R)-4-{[5-(2,4-difluoro-phenyl)-isoxazole-3-carbonyl]-amino}-1-ethyl-piperidine-3-carboxylic acid dimethylamide CN(C(=O)[C@@H]1CN(CC[C@H]1NC(=O)C1=NOC(=C1)C1=C(C=C(C=C1)F)F)CC)C